C(C)(C)C=1N=C(SC1)C(C)=NS(=O)C(C)(C)C N-(1-(4-isopropylthiazol-2-yl)ethylidene)-2-methylpropane-2-sulfinamide